CN(C1=CC=C(C=C1)/C=C/C(=O)O)C (E)-3-(4-(dimethylamino)phenyl)acrylic acid